4-Chloro-6-iodo-5-methyl-2-(1-methyl-1H-imidazol-2-yl)pyrrolo[2,1-f][1,2,4]triazine ClC1=NC(=NN2C1=C(C(=C2)I)C)C=2N(C=CN2)C